C(N)(O[C@@]1(C(CC2=CC(=CC=C12)C1=CC(=CC(=C1)OCC(F)(F)F)F)(C)C)[C@@H]1CN2CCC1CC2)=O (S)-quinuclidin-3-yl((R)-5-(3-fluoro-5-(2,2,2-trifluoroethoxy)phenyl)-2,2-dimethyl-2,3-dihydro-1H-inden-1-yl) carbamate